FC(C=1C=C(C=C(C1)C(F)(F)F)NC(=O)C1=C(C=CC(=C1)Cl)OP(O)(O)=O)(F)F phosphoric acid mono-[2-(3,5-bis-trifluoromethyl-phenylcarbamoyl)-4-chloro-phenyl]ester